BrC1=CC=C(C=C1)CC(=O)Cl 2-(4-bromophenyl)acetyl chloride